C(C)(C)(C)OC(=O)N[C@H](C(=O)O)CCC1=CC=NC=C1 (S)-2-((tert-Butoxycarbonyl)amino)-4-(pyridin-4-yl)butanoic acid